(5S)-5-[(1RS,5SR)-2-Azabicyclo[3.1.0]hex-2-ylcarbonyl]-2-{[3-fluoro-2-(trifluoromethyl)pyridin-4-yl]methyl}-5,6,7,8-tetrahydro[1,2,4]triazolo[4,3-a]pyridin-3(2H)-one [C@@H]12N(CC[C@H]2C1)C(=O)[C@@H]1CCCC=2N1C(N(N2)CC2=C(C(=NC=C2)C(F)(F)F)F)=O |&1:0,4|